C(#N)C1=CC=C(C=C1)C(CN[C@H](C(=O)NC1=NC=C(C=C1)C=1C=NN(C1)C(F)F)C=1C=NN(C1)C)C (S)-2-((2-(4-cyanophenyl)propyl)amino)-N-(5-(1-(difluoromethyl)-1H-pyrazol-4-yl)pyridin-2-yl)-2-(1-methyl-1H-pyrazol-4-yl)acetamide